2-(((3R,5R)-3,5-dimethylmorpholino)methyl)-5-methylpiperazin C[C@@H]1COC[C@H](N1CC1NCC(NC1)C)C